3-(1-(2,2-difluoroethyl)-1H-pyrazolo[3,4-b]pyrazin-6-yl)-9-(5-(trifluoromethyl)pyridin-3-yl)-3,9-diazaspiro[5.5]undecane FC(CN1N=CC=2C1=NC(=CN2)N2CCC1(CC2)CCN(CC1)C=1C=NC=C(C1)C(F)(F)F)F